(R)-4-(7-(3-aminopiperidine-1-yl)-3-(2,6-difluoro-4-(pyrrolidine-1-yl)phenyl)-3H-imidazo[4,5-b]pyridine-2-yl)-2-fluorobenzonitrile N[C@H]1CN(CCC1)C1=C2C(=NC=C1)N(C(=N2)C2=CC(=C(C#N)C=C2)F)C2=C(C=C(C=C2F)N2CCCC2)F